CC(=CC=O)C1=CC=CC=C1 β-methylcinnamaldehyde